5-(ethoxysilyl)valeric acid C(C)O[SiH2]CCCCC(=O)O